dipyridinium thiazolothiazole S1C=NC2=C1SC=N2.[NH+]2=CC=CC=C2.[NH+]2=CC=CC=C2